3-(6-(bis(4-methoxybenzyl)amino)-4-methyl-3-(trifluoromethyl)pyridin-2-yl)-4-methylcyclohexanone COC1=CC=C(CN(C2=CC(=C(C(=N2)C2CC(CCC2C)=O)C(F)(F)F)C)CC2=CC=C(C=C2)OC)C=C1